FC(CN1C=CC2=CC(=CC=C12)C(=O)N)(F)F 1-(2,2,2-trifluoroethyl)-1H-indole-5-carboxamide